(S,E)-2-amino-2-cyclopropyl-acetaldehyde N[C@H](C=O)C1CC1